(R,E)-3-(4-fluorophenyl)-N-(1-(4-fluorophenyl)ethyl)-3-(4-methoxyphenyl)-N-(2-(pyrrolidin-1-yl)ethyl)prop-2-en-1-amine FC1=CC=C(C=C1)/C(=C/CN(CCN1CCCC1)[C@H](C)C1=CC=C(C=C1)F)/C1=CC=C(C=C1)OC